FC1=C(C=CC=C1)C#CC1=CC=C(C(=O)NCC2(CCCC2)N2CCOCC2)C=C1 4-((2-fluorophenyl)ethynyl)-N-((1-morpholinocyclopentyl)methyl)benzamide